6-(4-formylphenyl)-3-pyridinecarboxaldehyde C(=O)C1=CC=C(C=C1)C1=CC=C(C=N1)C=O